CN1C(N2C(=C1CC=O)CC(C2)C2=C(C=CC=C2F)F)=S 2-(2-methyl-3-thioxo-6-(2,6-difluorophenyl)-2,5,6,7-tetrahydro-3H-pyrrolo[1,2-c]imidazol-1-yl)ethan-1-one